5-((1-((3-ethyl-2,4-dioxo-1,2,3,4-tetrahydrothieno[3,2-d]pyrimidin-6-yl)methyl)azetidin-3-yl)oxy)-N,6-dimethylpicolinamide C(C)N1C(NC2=C(C1=O)SC(=C2)CN2CC(C2)OC=2C=CC(=NC2C)C(=O)NC)=O